C1(=CC=CC=C1)P(=O)(C1=CC=CC=C1)C1=CC2=C(SC3=C2C=C(C=C3)P(=O)(C3=CC=CC=C3)C3=CC=CC=C3)C=C1 2,8-bis(diphenyl-phosphoryl)dibenzo[B,D]thiophene